(2R)-2-[[(2S)-2-[[(benzyloxy)carbonyl]amino]-3-methoxy-3-oxopropoxy]methyl]pyrrolidine-1-carboxylic acid tert-butyl ester C(C)(C)(C)OC(=O)N1[C@H](CCC1)COC[C@@H](C(=O)OC)NC(=O)OCC1=CC=CC=C1